N1(N=CC=C1)CCN1N=C(SC1=O)NC(C1=CN=C(C=C1C1=C(C(=CC=C1OC)Cl)F)C)=O N-(4-(2-(1H-pyrazol-1-yl)ethyl)-5-oxo-4,5-dihydro-1,3,4-thiadiazol-2-yl)-4-(3-chloro-2-fluoro-6-methoxyphenyl)-6-methylnicotinamide